6-Amino-2-fluoro-3-(3-hydroxy-1',2'-dihydrospiro[cyclobutane-1,3'-pyrrolo[2,3-b]pyridin]-5'-yl)-N,N-dimethylbenzamide NC1=CC=C(C(=C1C(=O)N(C)C)F)C=1C=C2C(=NC1)NCC21CC(C1)O